(6Ar,10aR)-9-methyl-6-methylidene-3-(4-methylpentyl)-6a,7,8,10a-tetrahydrobenzo[c]chromen-1-ol CC1=C[C@@H]2[C@H](C(OC=3C=C(C=C(C23)O)CCCC(C)C)=C)CC1